C(C)N(C(=O)C1=C(OC2=NC(=[N+](C=C2)[O-])C)C=CC(=C1)F)C(C)C (2-(ethyl-(isopropyl)carbamoyl)-4-fluorophenoxy)-2-methylpyrimidine 1-oxide